ethyl 6-bromo-2-(3,4-dichlorophenyl)-1-ethyl-4-oxo-pyridine-3-carboxylate Ethyl-6-chloro-2-(3,4-dichlorophenyl)-1-ethyl-4-oxo-pyridine-3-carboxylate C(C)OC(=O)C1=C(N(C(=CC1=O)Cl)CC)C1=CC(=C(C=C1)Cl)Cl.BrC1=CC(C(=C(N1CC)C1=CC(=C(C=C1)Cl)Cl)C(=O)OCC)=O